CC1=NC(=NC(=C1)N1[C@H](CCCCC1)C1=CC=CC=C1)N |r| (±)-4-Methyl-6-(2-Phenylazepan-1-yl)pyrimidin-2-amine